CC1=CC=2N(C=C1C1CCN(CC1)S(=O)(=O)C=1C=NN3C1CCCC3)N=CN2 7-methyl-6-(1-((4,5,6,7-tetrahydropyrazolo[1,5-a]pyridin-3-yl)sulfonyl)piperidin-4-yl)-[1,2,4]triazolo[1,5-a]pyridine